CC1(CCC(C2=CC(=CC=C12)C)(C)C)C 1,2,3,4-tetrahydro-1,1,4,4,6-pentamethylnaphthalene